ClC1=C(C(NC2=CN=CC=C12)=O)[N+](=O)[O-] 4-chloro-3-nitro-1,7-naphthyridin-2(1H)-one